BrC1=C(C=C(C=C1)N1C=NN(C1=O)C\C(\CNC(OC(C)(C)C)=O)=C\F)OC tert-butyl (E)-(2-((4-(4-bromo-3-methoxyphenyl)-5-oxo-4,5-dihydro-1H-1,2,4-triazol-1-yl)methyl)-3-fluoroallyl)carbamate